C(C)C(C[Si](C1=C(C=CC=C1)O)(C1=CC=CC=C1)C1=CC=CC=C1)C1=C(C=CC=C1)O ethyl-(hydroxyphenyl)diphenyl-Ethyl-(hydroxyphenyl)silane